CN(C=1SC2=C(N1)SC(=N2)C2=NC=C(C=C2O)N2N=CN=C2)C2CCNCC2 2-{5-[Methyl(piperidin-4-yl)amino][1,3]thiazolo[5,4-d][1,3]thiazol-2-yl}-5-(1H-1,2,4-triazol-1-yl)pyridin-3-ol